2-(Tert-butyl)-5-oxo-7-(trifluoromethyl)pyrazolo[1,5-a]pyridin C(C)(C)(C)C=1NN2C(=CC(C=C2C(F)(F)F)=O)C1